S1C(=CC=C1)C1=NC(=NC(=N1)C=1SC=CC1)C=1SC=CC1 2,4,6-tris(thiophen-2-yl)-1,3,5-triazine